cetyl ethylhexanoate (Cetyl Ethylhexanoate) C(CCCCCCCCCCCCCCC)CCC(C(=O)O)CCCC.C(C)C(C(=O)OCCCCCCCCCCCCCCCC)CCCC